C(#N)CCN(C1=C(C=CC(=C1)NC(C)=O)OC)CC1=CC=C(C=C1)Cl N-cyanoethyl-N-p-chlorobenzyl-2-methoxy-5-acetamidoaniline